4-(3,4-difluorophenyl)-2-((2-hydroxyethyl)amino)-5,7-dihydro-6H-pyrrolo[3,4-d]pyrimidine-6-carbonitrile FC=1C=C(C=CC1F)C=1C2=C(N=C(N1)NCCO)CN(C2)C#N